1-(3-((5-bromo-2-((3-methyl-1-(8-methyl-8-azabicyclo[3.2.1]octan-3-yl)-1H-pyrazol-4-yl)amino)pyrimidin-4-yl)amino)propyl)piperidin-2-one BrC=1C(=NC(=NC1)NC=1C(=NN(C1)C1CC2CCC(C1)N2C)C)NCCCN2C(CCCC2)=O